4-(4-((1R,5S)-3,8-diazabicyclo[3.2.1]octan-3-yl)-8-fluoro-2-(((2R,7aS)-2-fluorohexahydro-1H-pyrrolizin-7a-yl)methoxy)pyrido[4,3-d]pyrimidin-7-yl)-5-fluoronaphthalen-2-ol [C@H]12CN(C[C@H](CC1)N2)C=2C1=C(N=C(N2)OC[C@]23CCCN3C[C@@H](C2)F)C(=C(N=C1)C1=CC(=CC2=CC=CC(=C12)F)O)F